3-[2-(dimethylamino)ethyl]-1H-indol-4-yl butyrate C(CCC)(=O)OC1=C2C(=CNC2=CC=C1)CCN(C)C